C(=O)(OC(C)(C)C)NC1CCC(CC1)NC(\C(=C\C1=CC=C(C=C1)O)\C#N)=O (E)-N-(N-Boc-4-aminocyclohexyl)-α-cyano-4-hydroxycinnamamide